Cl.FC(C=1C=NC(=NC1)C1C[C@@H](NCC1)C)F 5-(difluoromethyl)-2-((2S)-2-methylpiperidin-4-yl)pyrimidine hydrochloride